(1S)-1-phenyl-3,4-dihydro-1H-isoquinoline-2-carbonylimidazole C1(=CC=CC=C1)[C@@H]1N(CCC2=CC=CC=C12)C(=O)C=1NC=CN1